COC1=CC=C(C=C1)CNC1CC(NC1)C(=O)NCCN1CCOCC1 4-{[(4-methoxyphenyl)methyl]Amino}-N-[2-(morpholin-4-yl)ethyl]Pyrrolidine-2-carboxamide